ClC1=C(C(=O)O)C=CC=C1C1=CNC(C=C1)=O 2-chloro-3-(6-oxo-1,6-dihydropyridin-3-yl)benzoic acid